((7-Aminoheptyl)amino)-N-(6-methoxypyridazin-3-yl)-2-methylbenzamide NCCCCCCCNC=1C(=C(C(=O)NC=2N=NC(=CC2)OC)C=CC1)C